N-[6,6-Dimethyl-4-(2-methylphenoxy)-7,8-dihydro-5H-quinazolin-2-yl]-1-methyl-pyrazole-4-sulfonamide CC1(CC=2C(=NC(=NC2CC1)NS(=O)(=O)C=1C=NN(C1)C)OC1=C(C=CC=C1)C)C